1-[(3S)-3-{6-ethyl-5-methyl-2-[trans-4-(trifluoromethyl)cyclohexyl]pyrazolo[1,5-a]pyrimidin-7-yl}-3-methylpiperidin-1-yl]ethan-1-one C(C)C=1C(=NC=2N(C1[C@@]1(CN(CCC1)C(C)=O)C)N=C(C2)[C@@H]2CC[C@H](CC2)C(F)(F)F)C